C(N)(=O)C=1C=C(C=CC1F)NC(=O)[C@@H]1O[C@@](C[C@@H]1C1=C(C(=C(C=C1)F)F)OC)(C(F)(F)F)C (2R,3R,5S)-N-(3-carbamoyl-4-fluoro-phenyl)-3-(3,4-difluoro-2-methoxy-phenyl)-5-methyl-5-(trifluoromethyl)tetrahydrofuran-2-carboxamide